Azacarbeneborane N=B